(R/S)-4-(((R)-1-(3-(1,1-difluoro-2-hydroxy-2-methylpropyl)-2-fluorophenyl)ethyl)amino)-2,6,8-trimethyl-6H-[1,4]oxazino[3,2-g]quinazolin-7(8H)-one FC(C(C)(C)O)(F)C=1C(=C(C=CC1)[C@@H](C)NC1=NC(=NC2=CC3=C(C=C12)N(C([C@H](O3)C)=O)C)C)F |&1:28|